CC1=C(C=CC=C1C(F)(F)F)O methyl-3-(trifluoromethyl)phenol